(2-(tetrahydro-1H-furo[3,4-c]pyrrol-5(3H)-yl)benzyl)ethylamine C1OCC2C1CN(C2)C2=C(CNCC)C=CC=C2